[Cl-].OCCCC[N+](C)(CCO)CCO Hydroxypropyl-bishydroxyethyl-dimethyl-ammonium chloride